CN(C1(CCCCC1)CNC(=O)C1=CC2=C(N3C(S2)=NC(=C3)C3=CC=C(C=C3)C(NC)=O)C=C1)C N-((1-(dimethylamino)cyclohexyl)methyl)-2-(4-(methylcarbamoyl)phenyl)benzo[d]imidazo[2,1-b]thiazole-7-carboxamide